BrC1=CC2=C(N=C(S2)NC=2C=C(C(=O)N[C@@H]3CNCC3)C=CN2)C=C1 (S)-2-((6-bromobenzo-[d]thiazol-2-yl)amino)-N-(pyrrolidin-3-yl)isonicotinamide